N-((S)-(4,4-Difluorocyclohexyl)(5-((R)-1-(4,4,4-trifluorobutanamido)ethyl)-1H-benzo[d]imidazol-2-yl)methyl)-2-(3,3,3-trifluoropropyl)thiazole-5-carboxamide FC1(CCC(CC1)[C@H](NC(=O)C1=CN=C(S1)CCC(F)(F)F)C1=NC2=C(N1)C=CC(=C2)[C@@H](C)NC(CCC(F)(F)F)=O)F